CN1C=NC(=C1)C1=CC(=NC2=CC(=CC=C12)C(=O)OC)C1=CC=C(C=C1)C(F)(F)F methyl 4-(1-methyl-1H-imidazol-4-yl)-2-(4-(trifluoromethyl)phenyl)quinoline-7-carboxylate